acryl-1-vinyl-imidazole C(=O)(C=C)C=1N(C=CN1)C=C